N-((1,2,3,5,6,7-Hexahydro-s-indacen-4-yl)carbamoyl)-1-(prop-2-yn-1-yl)azetidine-3-sulfonamide, potassium salt [K].C1CCC2=C(C=3CCCC3C=C12)NC(=O)NS(=O)(=O)C1CN(C1)CC#C